CC1=NC=C(C=N1)C(CC(=O)O)N1CC2(C1)CC(C2)CCC2=NC=1NCCCC1C=C2 3-(2-methylpyrimidin-5-yl)-3-(6-(2-(5,6,7,8-tetrahydro-1,8-naphthyridin-2-yl)ethyl)-2-azaspiro[3.3]hept-2-yl)propionic acid